5-((2,4-dimethoxybenzyl)amino)isothiazole-4-carboxylic acid methyl ester COC(=O)C=1C=NSC1NCC1=C(C=C(C=C1)OC)OC